FC1=CC(=C(C=C1)C(CCCCC)O)OC 1-(4-fluoro-2-methoxyphenyl)hexan-1-ol